ClC=1C(=C(CN2CCC(CC2)(C(=O)O)CC2=NC(=CC(=C2F)C2(CCC2)O)NC2=NNC(=C2)C)C=CC1)F 1-(3-chloro-2-fluorobenzyl)-4-((3-fluoro-4-(1-hydroxycyclobutyl)-6-((5-methyl-1H-pyrazol-3-yl)-amino)pyridin-2-yl)methyl)piperidine-4-carboxylic acid